[NH4+].C(C)O.C(C)O bis-ethanol ammonium salt